C1(CC1)C=1SC(=CN1)C1=CC=C(C=N1)S(=O)(=O)NC=1C=CC=C2C=NN(C12)C 6-(2-CYCLOPROPYLTHIAZOL-5-YL)-N-(1-METHYL-1H-INDAZOL-7-YL)PYRIDINE-3-SULFONAMIDE